C1(=CC=C(C=C1)C1=NC(=NC(=N1)C1=CC=CC=C1)N1C2=CC=CC=C2C2=CC=C3C(=C12)N(C=1C=CC=CC13)C1=CC=CC=C1)C1=CC=CC=C1 11-(4-[1,1'-biphenyl]-4-yl-6-phenyl-1,3,5-triazine-2-yl)-11,12-dihydro-12-phenyl-indolo[2,3-a]carbazole